(P)-(6aS,7aR)-4-(1,6-dimethyl-1H-indazol-7-yl)-2-(2-(2-propenoyl)-2,6-diazaspiro[3.4]octan-6-yl)-6,6a,7,7a-tetrahydro-5H-cyclopropa[h]quinoline-3-carbonitrile CN1N=CC2=CC=C(C(=C12)C1=C(C(=NC=2[C@H]3[C@@H](CCC12)C3)N3CC1(CN(C1)C(C=C)=O)CC3)C#N)C